FC1OCOC1 4-fluoro-1,3-dioxolane